C(C)(C)(C)NS(=O)(=O)C1=CC(=CC=C1)NC1=NC(=NC=C1C)NC1=CC=C(C=C1)N1CCN(CC1)CC1=CC(=C(C=C1)C1C(NC(CC1)=O)=O)F N-(tert-butyl)-3-((2-((4-(4-(4-(2,6-dioxopiperidin-3-yl)-3-fluorobenzyl)piperazin-1-yl)phenyl)amino)-5-methylpyrimidin-4-yl)amino)benzenesulfonamide